4,6-dichloro-5-fluoro-2-(methylsulfonyl)pyrimidine ClC1=NC(=NC(=C1F)Cl)S(=O)(=O)C